3,5-di-t-butyl-4-hydroxybenzoic acid, hexadecyl ester C(C)(C)(C)C=1C=C(C(=O)OCCCCCCCCCCCCCCCC)C=C(C1O)C(C)(C)C